The molecule is a hydroxy fatty acid ascaroside anion that is the conjugate base of oscr#30, obtained by deprotonation of the carboxy group; major species at pH 7.3. It is a conjugate base of an oscr#30. C[C@H]1[C@@H](C[C@H]([C@@H](O1)OCCCCCCCCCCCCCCCCC(=O)[O-])O)O